C(C)(C)(C)OC(CC(C=1C=C(C2=C(C=CS2)C1)CCl)C1=C(C2=C(N(N=N2)C)C(=C1)OCC1=CC=CC=C1)C)=O 3-[7-(Phenylmethyloxy)-1,4-dimethyl-1H-benzotriazol-5-yl]-3-[7-(chloromethyl)-1-benzothien-5-yl]propionic acid tert-butyl ester